C1(=CC=CC=C1)C1=NOC(C1)C(=O)OCC ethyl 3-phenyl-4,5-dihydroisoxazole-5-carboxylate